4-(4-((6-benzyloxy-2-(4-(methylsulfonyl)phenyl)naphthalene-1-yl)oxy)phenyl)piperazine-1-carboxylic acid tert-butyl ester C(C)(C)(C)OC(=O)N1CCN(CC1)C1=CC=C(C=C1)OC1=C(C=CC2=CC(=CC=C12)OCC1=CC=CC=C1)C1=CC=C(C=C1)S(=O)(=O)C